N-(3-methoxy-1-methyl-4-piperidyl)-6-[3-(4-mesyl-2-anisidino)-1-propynyl]-1-(2,2,2-trifluoroethyl)-1H-benzo[d]imidazole-4-carboxamide COC1CN(CCC1NC(=O)C1=CC(=CC=2N(C=NC21)CC(F)(F)F)C#CCNC=2C(OC)=CC=C(C2)S(=O)(=O)C)C